BrC1=C2C=CC=C(C2=CC=C1)C(=O)N(C)OC 5-bromo-N-methoxy-N-methyl-naphthalene-1-carboxamide